C(C)C1(CNC=2C1=NC(=CC2)C#N)C 3-ethyl-3-methyl-2,3-dihydro-1H-pyrrolo[3,2-b]pyridine-5-carbonitrile